C(C)C1=CC=C(C=C1)N1N=C(CC1=O)C 1-(4-ethylphenyl)-3-methyl-5-pyrazolone